C(C)(C)(C)OC(=O)N1CCC(CC1)CNC=1C=2N(C=C(N1)C1=C(C=NC=C1)F)C(=C(N2)C(NC)=O)C 4-{[6-(3-Fluoro-pyridin-4-yl)-3-methyl-2-methylcarbamoyl-imidazo[1,2-a]pyrazin-8-ylamino]-methyl}-piperidine-1-carboxylic acid tert-butyl ester